Methyl Butyl-Prop-2-Enyl Phosphate P(=O)(OC)(OC(C=C)CCCC)[O-]